N-(5-chloro-6-(2H-1,2,3-triazol-2-yl)pyridin-3-yl)-2'-fluoro-6',7'-dihydrospiro[cyclobutane-1,8'-cyclopenta[e]pyrazolo[1,5-a]pyrimidine]-6'-carboxamide ClC=1C=C(C=NC1N1N=CC=N1)NC(=O)C1CC2(C3=C1C=NC=1N3N=C(C1)F)CCC2